6-Methyl-2-(6-(((1S,3S)-3-((5-methylpyrazin-2-yl)amino)cyclopentyl)amino)pyridin-3-yl)pyridazin-3(2H)-one CC=1C=CC(N(N1)C=1C=NC(=CC1)N[C@@H]1C[C@H](CC1)NC1=NC=C(N=C1)C)=O